COC(C1=C(C(=C(C=C1)Cl)C#N)Cl)=O 2,4-dichloro-3-cyanobenzoic acid methyl ester